6-[8-(1,3-benzothiazol-2-ylcarbamoyl)-3,4-dihydroisoquinolin-2(1H)-yl]-3-[1-(2-hydroxybenzyl)-1H-pyrazol-4-yl]pyridine-2-carboxylic acid S1C(=NC2=C1C=CC=C2)NC(=O)C=2C=CC=C1CCN(CC21)C2=CC=C(C(=N2)C(=O)O)C=2C=NN(C2)CC2=C(C=CC=C2)O